5-chloro-N-[(furan-2-yl)methyl]-3-methyl-2-[(1S)-1-(methylamino)ethyl]thieno[3,2-b]pyridin-7-amine ClC1=CC(=C2C(=N1)C(=C(S2)[C@H](C)NC)C)NCC=2OC=CC2